O=C(CCOCCC)N1CC=2N(CC1)C1=C(N2)C(=CO1)C(F)(F)F 1-(3-oxo-3-(3-(trifluoromethyl)-7,8-dihydrofuro[3',2':4,5]imidazo[1,2-a]pyrazin-6(5H)-yl)propoxy)propan